1-(isocyanatomethyl)-3-methoxy-benzene N(=C=O)CC1=CC(=CC=C1)OC